C(CCCCCCCCCCC)[N+](CC(CS(=O)(=O)[O-])O)(C)C 3-(dodecyldimethylammonio)-2-hydroxypropane-1-sulfonate